4-(4-Methylpiperazin-1-yl)-N-(3-(tetradecyloxy)-5-(undecyloxy)benzyl)butanamide CN1CCN(CC1)CCCC(=O)NCC1=CC(=CC(=C1)OCCCCCCCCCCC)OCCCCCCCCCCCCCC